FC1=CC(=CC=2N(C(=NC21)C)C2N(C=C(C=N2)F)C2=CC=C(C=C2)OC)F 2-(4,6-difluoro-2-methyl-1H-benzimidazol-1-yl)-5-fluoro-N-(4-methoxyphenyl)pyrimidine